(E)-1,1,1,2,4,4,4-heptaFluoro-2-butene FC(/C(=C\C(F)(F)F)/F)(F)F